ClC=1C=CC(=C(C1)NN(C(C(=O)NC1=C(C(=O)O)C=CC=C1)CC1=CC=CC=C1)C(C=O)=O)C#N 2-(2-(((5-chloro-2-cyanophenyl)amino)-2-oxoacetylamino)-3-phenylpropionamido)benzoic acid